C[NH+](C)CCC1=CNC2=C1C(=CC=C2)OP(=O)([O-])[O-] The molecule is an organophosphate oxoanion resulting from the protons from the phosphate group and the protonation of the tertiary amino group of psilocybin. The major species at pH 7.3 It has a role as a fungal metabolite, a hallucinogen, a prodrug and a serotonergic agonist. It is a conjugate base of a psilocybin.